C(C)(C)(C)OC(=O)N1C[C@H]2N(CC1)C([C@H](C2)CCCC2=CC=CC=1N=CSC12)=O (7s,8as)-7-[3-(1,3-benzothiazol-7-yl)propyl]-6-oxo-octahydropyrrolo[1,2-a]pyrazine-2-carboxylic acid tert-butyl ester